[6-(3-cyclopropyl-1H-1,2,4-triazol-5-yl)-2-azaspiro[3.3]heptan-2-yl]-[6-[[6-(2,2,2-trifluoroethoxy)-3-pyridyl]methyl]-2,6-diazaspiro[3.3]heptan-2-yl]methanone C1(CC1)C1=NNC(=N1)C1CC2(CN(C2)C(=O)N2CC3(C2)CN(C3)CC=3C=NC(=CC3)OCC(F)(F)F)C1